C(CCCCCCC\C=C/C\C=C\C)CC(=O)O.C1(CCC(N1OC(=O)C1=CC=C(C(SSC2=NC=CC=C2)C)C=C1)=O)=O 4-succinimidyloxycarbonyl-alpha-methyl-alpha-(2-pyridyldithio)toluene Z,E-9,12-Tetradecadien-1-yl-Acetate